CC(C)[O-].C(C)[O-].C(C)[O-].C(C)[O-].[Ti+4] titanium(IV) triethanolate propan-2-olate